(S)-8-chloro-7-fluoro-5-(methylthio)-2,3,11,11a-tetrahydro-1H-10-oxa-3a,4,6,9-tetraazanaphtho[1,8-ef]azulene ClC1=C(C=2C3=C([C@@H]4CON=C14)CCCN3N=C(N2)SC)F